titanium 1,3-naphthalenedicarboxylate C1(=CC(=CC2=CC=CC=C12)C(=O)[O-])C(=O)[O-].[Ti+4].C1(=CC(=CC2=CC=CC=C12)C(=O)[O-])C(=O)[O-]